N(C1=CC=CC=C1)C1=C(C#N)C=C(C=C1)F anilino-5-fluoro-benzonitrile